CC(=CCC/C(=C/CC[C@](C)([C@@H]1CC[C@H]2[C@]1(CC[C@@H]3[C@@]2(CC[C@@H](C3(C)C)O)C)C)O)/C)C The molecule is a tricyclic triterpenoid that is perhydro-1H-cyclopenta[a]naphthalene that is substituted bu methyl groups at positions 3a, 6, 6, and 9a, by a hydroxy group at position 7, and by a (2R,5E)-2-hydroxy-6,10-dimethylundeca-5,9-dien-2-yl group at position 3 (the 3R,3aR,5aR,7S,9aR,9bR-isomer). It is a secondary alcohol, a tertiary alcohol and a tricyclic triterpenoid.